chloro-1'-[(3R)-1-(pyridin-2-ylmethyl)pyrrolidin-3-yl]-4'H,6'H-spiro[1,3-dioxolane-2,5'-[1,2,4]triazolo[4,3-a][1]benzazepine] ClC1C=2N(C3=C(CC14OCCO4)C=CC=C3)C(=NN2)[C@H]2CN(CC2)CC2=NC=CC=C2